O=C1NCNC(N1)=O 2,4-dioxohexahydro-1,3,5-triazine